FC=1C(=C(C=CC1)C(=O)N1[C@@H]2[C@@H](C[C@H](C1)C2)NC2=NC=C(N=C2)C)N2N=CC=N2 (3-fluoro-2-(2H-1,2,3-triazol-2-yl)phenyl)((1S,4S,6R)-6-((5-methylpyrazin-2-yl)amino)-2-azabicyclo[2.2.1]Hept-2-yl)methanone